4-(cyclopentylamino)-N'-(2-ethyl-4-hydroxy-phenyl)-6-(3-pyridyl)pyrrolo[1,2-b]pyridazine-3-carboxamidine C1(CCCC1)NC=1C=2N(N=CC1C(=NC1=C(C=C(C=C1)O)CC)N)C=C(C2)C=2C=NC=CC2